3-(3-bromophenoxy)-5-(4-(tert-butyl)-5-(phenyl-d5)pyridin-2-yl)-12,12-diphenyl-5,12-dihydrobenzo[4,5]silolo[3,2-c]carbazole BrC=1C=C(OC2=CC=C3C=4C5=C(C=CC4N(C3=C2)C2=NC=C(C(=C2)C(C)(C)C)C2=C(C(=C(C(=C2[2H])[2H])[2H])[2H])[2H])C2=C([Si]5(C5=CC=CC=C5)C5=CC=CC=C5)C=CC=C2)C=CC1